The molecule is a tricyclic diterpenoidthat is 4a,7-dimethyl-3,4,4a,9,10,10a-hexahydrophenanthrene in which the methylene hydrogens at position 2 have been replaced by an oxo group. It has a role as a human xenobiotic metabolite. It is a carbotricyclic compound, a cyclic terpene ketone and a tricyclic diterpenoid. CC1=CC2=C(C=C1)[C@]3(CCC(=O)C[C@@H]3CC2)C